NC=1C=CC(=C(C1)NC(OC(C)(C)C)=O)C tert-butyl (5-amino-2-methylphenyl)carbamate